glyceryl behenate (glyceryl behenate) C(C(O)CO)C(C(=O)O)CCCCCCCCCCCCCCCCCCCC.C(CCCCCCCCCCCCCCCCCCCCC)(=O)OCC(O)CO